3,4-Dimethoxyphenethyl methanesulfonate CS(=O)(=O)OCCC1=CC(=C(C=C1)OC)OC